C(=CCCCCCCC)C(C(C(=O)[O-])S(=O)(=O)O)C(=O)[O-] 3-nonenylsulfosuccinate